COCC[C@H](CSC1=CC=CC=C1)NC1=C(C=C(C=C1)S(=O)(=O)N)[N+](=O)[O-] (R)-4-((4-methoxy-1-(phenylthio)butan-2-yl)amino)-3-nitrobenzenesulfonamide